terpyridine-4'-carbaldehyde N1=C(C=CC=C1)C1=NC=CC(=C1C1=NC=CC=C1)C=O